ClC=1C(=C(C=CC1)/C(/C(=O)OC)=C\OC)C (E)-methyl 2-(3-chloro-2-methyl-phenyl)-3-methoxy-prop-2-enoate